Behenamidopropyldiethyl-amin C(CCCCCCCCCCCCCCCCCCCCC)(=O)NCCCN(CC)CC